COC(C1=CC=C(C=C1)[C@H]1NCC[C@@H](C1)OCC)=O 4-((2S,4S)-4-ethoxypiperidin-2-yl)benzoic acid methyl ester